1-(4-(6-(2-fluorophenyl)-2H-indazol-2-yl)piperidin-1-yl)prop-2-en-1-one FC1=C(C=CC=C1)C=1C=CC2=CN(N=C2C1)C1CCN(CC1)C(C=C)=O